C1=CC=CC=2C3=CC=CC=C3N(C12)C1=CC=C(C=C1)C1=C(C(=C(C(=C1C1=CC(=NC(=C1)C1=CC=CC=C1)C1=CC=CC=C1)C1=CC=C(C=C1)N1C2=CC=CC=C2C=2C=CC=CC12)C1=CC=C(C=C1)N1C2=CC=CC=C2C=2C=CC=CC12)C1=CC(=NC(=C1)C)C)C#N 5'-(4-(9H-carbazol-9-yl)phenyl)-4,4''-di(9H-carbazol-9-yl)-3'-(2,6-dimethylpyridin-4-yl)-6'-(2,6-diphenylpyridin-4-yl)-[1,1':2',1''-terphenyl]-4'-carbonitrile